tert-butyl 4-(((3RS,4RS)-3-(4-(methoxycarbonyl)phenyl)-1-(2,2,2-trifluoroethyl)piperidin-4-yl)methyl)-5,7-dimethyl-1H-indole-1-carboxylate COC(=O)C1=CC=C(C=C1)[C@@H]1CN(CC[C@H]1CC1=C2C=CN(C2=C(C=C1C)C)C(=O)OC(C)(C)C)CC(F)(F)F |r|